C(C)(C)OC=1C=C(C(=CC1C1CCNCC1)C(=O)OC)C(=O)OC dimethyl 4-isopropoxy-5-(4-piperidyl)benzene-1,2-dicarboxylate